FC=1C=C(C=CC1)C1=C(C=C(C=C1)C=1C=NNC1)[N+](=O)[O-] 4-(3'-fluoro-2-nitro-[1,1'-biphenyl]-4-yl)-1H-pyrazole